Br.[Br-].CNCCC[P+](C1=CC=CC=C1)(C1=CC=CC=C1)C1=CC=CC=C1 (3-(methylamino)propyl)triphenylphosphonium bromide hydrobromide